4-hexadecylmethacryloyloxyethylpyridinium chloride [Cl-].C(CCCCCCCCCCCCCCC)C1=CC=[N+](C=C1)CCOC(C(=C)C)=O